Pyridin-3-ol hydrate O.N1=CC(=CC=C1)O